C(C)(=O)C1=C(C2=C(N=C(N=C2)NC2=NC=C(C=C2)N2CC3=CC=C(C=C3C2)CCl)N(C1=O)C1CCCC1)C 6-acetyl-2-((5-(5-(chloromethyl)isoindolin-2-yl)pyridin-2-yl)amino)-8-cyclopentyl-5-methylpyrido[2,3-d]pyrimidin-7(8H)-one